COC=1C=CC(=NC1)O[C@H]1C[C@H](CCC1)C=1N=C(SC1)N 4-((1S,3R)-3-((5-methoxypyridin-2-yl)oxy)cyclohexyl)thiazol-2-amine